BrC1=C(C=C(C=C1)S(=O)(=O)N1[C@@H](CCC1)C=O)C (S)-1-((4-bromo-3-methylphenyl)sulfonyl)pyrrolidine-2-carbaldehyde